FC1=C(C=C2CN(C(C2=C1)=O)C1C(NC(CC1)=O)=O)C(=O)N1CC2N(C(C1)C2)CC2=C(CC(CC2)(C)C)C2=CC=C(C=C2)F 3-(6-fluoro-5-(6-((4'-fluoro-5,5-dimethyl-3,4,5,6-tetrahydro-[1,1'-biphenyl]-2-yl)methyl)-3,6-diazabicyclo[3.1.1]heptane-3-carbonyl)-1-oxoisoindolin-2-yl)piperidine-2,6-dione